(S)-Methyl 1-(4-((5-((1-(3-isopropylphenyl)ethyl)carbamoyl)-2,3-dimethyl-1H-indol-1-yl)methyl)phenyl)cyclopropanecarboxylate C(C)(C)C=1C=C(C=CC1)[C@H](C)NC(=O)C=1C=C2C(=C(N(C2=CC1)CC1=CC=C(C=C1)C1(CC1)C(=O)OC)C)C